C1=CC=CC2=C(C3=CC=CC=C3C(=C12)C=1C2=CC=CC=C2C=C2C=CC=CC12)C1=CC=C2C=3C=CC(=CC3C(C2=C1)(CCCCCCCC)CCCCCCCC)C1=CC=C2C=CC3=CC=CC4=CC=C1C2=C34 1-(7-[9,9'-bianthracen]-10-yl-9,9-dioctyl-9H-fluoren-2-yl)pyrene